(5-((tert-butyldimethylsilyl)oxy)-2,3-difluorophenyl)boronic acid [Si](C)(C)(C(C)(C)C)OC=1C=C(C(=C(C1)B(O)O)F)F